4-(5-Chlorofuran-2-yl)-1,3-bis(2,4-difluorophenyl)-N-(3-(methoxymethyl)-1-methylazetidin-3-yl)-5-methyl-4,5-dihydro-1H-pyrazole-5-carboxamide ClC1=CC=C(O1)C1C(=NN(C1(C(=O)NC1(CN(C1)C)COC)C)C1=C(C=C(C=C1)F)F)C1=C(C=C(C=C1)F)F